Benzyl 3-hydroxy-2,2-dimethylpropionate OCC(C(=O)OCC1=CC=CC=C1)(C)C